FC(C(=O)O)(F)F.C1(CCC1)CNC=1NC(=CN1)C1=NC=CC(=C1)C=1C=NC=C(C1)OC N-(Cyclobutylmethyl)-5-(5-methoxy-3,4'-bipyridin-2'-yl)-1H-imidazol-2-amine trifluoroacetate salt